s-proline C1C[C@H](NC1)C(=O)O